Cl.Cl.NC[C@H](CC1=CC=C(C#N)C=C1)N(C)C (S)-4-(3-amino-2-(dimethylamino)propyl)benzonitrile dihydrochloride